OCC(C(CC(=O)O)C1=CC=CC=C1)C1=CC=CC=C1 5-hydroxy-3,4-diphenylpentanoic acid